BrC=1C=NC=2N(C1)N=CC2CC2=CC1=C(OC(CO1)C=1C=NC(=CC1)OC)C=C2 6-bromo-3-((2-(6-methoxypyridin-3-yl)-2,3-dihydrobenzo[b][1,4]dioxin-6-yl)methyl)pyrazolo[1,5-a]pyrimidine